C1(=CC=CC=C1)C1CCN(CC1)CCCC1OC(C2=CC=CC=C12)=O 3-(3-(4-phenylpiperidin-1-yl)propyl)isobenzofuran-1(3H)-one